FC1=NC(=CC=C1C1=C2N=CN(C2=NC=N1)C1OCCCC1)C 6-(2-fluoro-6-methylpyridin-3-yl)-9-(tetrahydro-2H-pyran-2-yl)-9H-purine